The molecule is a monoterpene ketone in which an (E)-geranyl group is bonded to one of the alpha-methyls of acetone. It is a component of essential oils from various plants including Nelumbo nucifera. It has a role as a flavouring agent, a fragrance, a volatile oil component and a plant metabolite. It contains a geranyl group. CC(=CCC/C(=C/CCC(=O)C)/C)C